3-{5-amino-6-[1-(2,6-dichloro-3-fluoro-phenyl)-ethoxy]-pyrazin-2-yl}-N-(3-morpholin-4-yl-propyl)-benzamide NC=1N=CC(=NC1OC(C)C1=C(C(=CC=C1Cl)F)Cl)C=1C=C(C(=O)NCCCN2CCOCC2)C=CC1